oleyl eleostearate C(CCCCCCCC=CC=CC=CCCCC)(=O)OCCCCCCCC\C=C/CCCCCCCC